methyl 2-bromo-2-((R)-4-methylisochroman-5-yl)acetate BrC(C(=O)OC)C1=C2[C@H](COCC2=CC=C1)C